Methyl (2-(3-((2-(difluoromethoxy)-6-methylpyridin-3-yl)carbamoyl)-3-(2-isopropylphenyl)azetidin-1-yl)-2-oxoethyl)glycinate FC(OC1=NC(=CC=C1NC(=O)C1(CN(C1)C(CNCC(=O)OC)=O)C1=C(C=CC=C1)C(C)C)C)F